CC1(N(CCNC1=O)C(=O)C1=CC=C2C(=N1)N(C=C2C=2C=CC(=NC2)C#N)CC(C)C)C 5-(6-(2,2-dimethyl-3-oxopiperazine-1-carbonyl)-1-isobutyl-1H-pyrrolo[2,3-b]pyridin-3-yl)picolinonitrile